(5-(3-(3,4-Difluorobenzyl)-2-oxopiperidin-1-yl)-3-(pyridazin-4-yl)-1H-1,2,4-triazol-1-yl)methyl dihydrogen phosphate P(=O)(OCN1N=C(N=C1N1C(C(CCC1)CC1=CC(=C(C=C1)F)F)=O)C1=CN=NC=C1)(O)O